(6R)-17-amino-12-(hydroxymethyl)-12-methyl-6,15-bis(trifluoromethyl)-19-oxa-3,4,13,18-tetraazatricyclo[12.3.1.12,5]nonadeca-1(18),2,4,14,16-penta-en-6-ol NC1=CC(=C2NC(CCCCC[C@](C3=NN=C(C1=N2)O3)(O)C(F)(F)F)(C)CO)C(F)(F)F